C(C)(C)(C)OC(N(C)CCCOC1CC(C1)COCC1=CC=CC=C1)=O.FC=1C=C(C=2C(C(CCC2C1C)(C)CCO)=O)NC(C)=O N-(3-fluoro-7-(2-hydroxyethyl)-4,7-dimethyl-8-oxo-5,6,7,8-tetrahydronaphthalen-1-yl)acetamide tert-butyl-(3-((1r,3r)-3-((benzyloxy)methyl)cyclobutoxy)propyl)(methyl)carbamate